6-Pentyl-5,6,7,8-tetrahydronaphthalene-1,3-diol C(CCCC)C1CC=2C=C(C=C(C2CC1)O)O